The molecule is an organophosphate oxoanion resulting from deprotonation of the phosphate and carboxy groups of N-(5-phospho-beta-D-ribosyl)anthranilic acid. It has a role as a Saccharomyces cerevisiae metabolite. It derives from an anthranilate. It is a conjugate base of a N-(5-phospho-beta-D-ribosyl)anthranilic acid. C1=CC=C(C(=C1)C(=O)[O-])N[C@H]2[C@@H]([C@@H]([C@H](O2)COP(=O)([O-])[O-])O)O